(S)-2-((tert-Butoxycarbonyl)amino)-3-((3S,4S)-4-(5-chloro-4-((4-(methylamino)-5-(trifluoromethyl)pyrimidin-2-yl)amino)-1H-pyrazol-1-yl)-3-fluoropiperidin-1-yl)propionic acid C(C)(C)(C)OC(=O)N[C@H](C(=O)O)CN1C[C@@H]([C@H](CC1)N1N=CC(=C1Cl)NC1=NC=C(C(=N1)NC)C(F)(F)F)F